ClC1=C(C(=O)NN)C=CC(=C1OC)OC 2-chloro-3,4-dimethoxybenzoyl-hydrazine